C(C)(C)(C)C1=NC(=NO1)COC=1C=C2CCN3C(C2=CC1)=CC(=NC3=O)OCC3OCCC3 9-(5-tert-Butyl-[1,2,4]oxadiazol-3-ylmethoxy)-2-(tetrahydro-furan-2-ylmethoxy)-6,7-dihydro-pyrimido[6,1-a]isoquinolin-4-one